methyltertiary butyl ether COC(C)(C)C